C1(=C(C(=C(C2=C(C(=C(C(=C12)[2H])[2H])[2H])[2H])[2H])[2H])[2H])C1=C2C(=C(C(=C(C2=C(C2=C(C(=C(C(=C12)[2H])[2H])[2H])[2H])C1=C(C(=C(C(=C1[2H])[2H])C1=CC2=C(OC3=C2C=CC=C3)C=C1)[2H])[2H])[2H])[2H])[2H])[2H] 2-(4-(10-(naphthalen-1-yl-d7)anthracene-9-yl-1,2,3,4,5,6,7,8-d8)phenyl-2,3,5,6-d4)dibenzo[b,d]furan